OC1(COCC1)C1=CC(=CC(=N1)N1CC2(C=3C=NC(=CC31)NC(C)=O)CC2)C N-(1'-(6-(3-hydroxytetrahydrofuran-3-yl)-4-methylpyridin-2-yl)-1',2'-dihydrospiro[cyclopropane-1,3'-pyrrolo[3,2-c]pyridin]-6'-yl)acetamide